[Si](C)(C)(C(C)(C)C)OCCN1C(COC(C1)C1=C(C(=CC=C1OCOCC[Si](C)(C)C)Cl)Cl)=O 4-[2-[(tert-butyldimethylsilyl)oxy]ethyl]-6-(2,3-dichloro-6-[[2-(trimethylsilyl)ethoxy]methoxy]phenyl)morpholin-3-one